C1(CC1)[C@H](C(C)(C)O)N1CC2=CC=CC(=C2C1=O)C1=CC=C2CC(N(C2=C1)C)=O (R)-6-(2-(1-cyclopropyl-2-hydroxy-2-methylpropyl)-3-oxoisoindolin-4-yl)-1-methylindolin-2-one